N-(3-hydroxy-phenyl)-oxamide OC=1C=C(C=CC1)NC(=O)C(=O)N